O1C[C@H](CC1)C=1C(=NN2C1N=CC=C2)C(=O)N [(3R)-tetrahydrofuran-3-yl]pyrazolo[1,5-a]pyrimidine-2-carboxamide